(1R,2S,5S)-3-((S)-2-(2-Chloro-2,2-difluoroacetamido)-3,3-dimethylbutyryl)-6,6-Dimethyl-3-azabicyclo[3.1.0]hexane-2-carboxylic acid ClC(C(=O)N[C@H](C(=O)N1[C@@H]([C@H]2C([C@H]2C1)(C)C)C(=O)O)C(C)(C)C)(F)F